[(1S,2S,3R,4S,6R)-4,6-diazido-3-[(2R,3R,6S)-3-azido-6-[(1R)-1-[benzyl(benzyloxycarbonyl) amino]-2-benzyloxy-ethyl]tetrahydropyran-2-yl]oxy-2-hydroxy-cyclohexyl]acetate N(=[N+]=[N-])[C@@H]1[C@H]([C@H]([C@H]([C@@H](C1)N=[N+]=[N-])CC(=O)[O-])O)O[C@H]1O[C@@H](CC[C@H]1N=[N+]=[N-])[C@@H](COCC1=CC=CC=C1)N(C(=O)OCC1=CC=CC=C1)CC1=CC=CC=C1